4-Amino-1-((2S,3S)-4-bromo-5-chloro-6-fluoro-3-methoxy-2-phenyl-2,3-dihydrobenzofuran-2-yl)butan-1-ol NCCCC(O)[C@@]1(OC2=C([C@@H]1OC)C(=C(C(=C2)F)Cl)Br)C2=CC=CC=C2